2-[4-bromo-1'-(1H-indazole-5-carbonyl)-2-oxospiro[indole-3,4'-piperidin]-1-yl]-N-(cyanomethyl)-N-methylacetamide BrC1=C2C(=CC=C1)N(C(C21CCN(CC1)C(=O)C=1C=C2C=NNC2=CC1)=O)CC(=O)N(C)CC#N